OCCCN1CCN(C2=C(C1=O)NC(=N2)OC2=CC(=CC=C2)OC(F)(F)F)C 7-(3-hydroxypropyl)-4-methyl-2-[3-(trifluoromethoxy)phenoxy]-1H,4H,5H,6H,7H,8H-imidazo[4,5-e][1,4]diazepin-8-one